OC(C(=O)O)CC(C)C α-hydroxyisocaproic acid